ClC=1C=C(CC2C(NC(C(C(NC(C(OCCC=CC(N2)=O)=O)CC(C)(C)C)=O)(C)C)C)=O)C=CC1OC 10-(3-chloro-4-methoxybenzyl)-6,6,7-trimethyl-3-neopentyl-1-oxa-4,8,11-triazacyclohexadec-13-ene-2,5,9,12-tetraone